5-fluoro-2-[(4S)-4-[[6-oxo-5-(trifluoromethyl)-1H-pyridazin-4-yl]amino]pentyl]-6-[5-(trifluoromethyl)-2-pyridyl]isoquinolin-1-one FC1=C2C=CN(C(C2=CC=C1C1=NC=C(C=C1)C(F)(F)F)=O)CCC[C@H](C)NC=1C=NNC(C1C(F)(F)F)=O